(E)-3-(3-(2-chloroquinolin-4-yl)acryloyl)-4-Phenyloxazolidin-2-one ClC1=NC2=CC=CC=C2C(=C1)/C=C/C(=O)N1C(OCC1C1=CC=CC=C1)=O